[Si](C)(C)(C(C)(C)C)OC[C@@H](C(=O)OC)N1C(C2=CC(=CC=C2C1)B1OC(C(O1)(C)C)(C)C)=O methyl (2S)-3-[(tert-butyldimethylsilyl)oxy]-2-[1-oxo-6-(4,4,5,5-tetramethyl-1,3,2-dioxaborolan-2-yl)-2,3-dihydro-1H-isoindol-2-yl]propanoate